8-(4-Chlorophenyl)-9-(4-((1-(3-fluoropropyl)azetidin-3-yliden)methyl)phenyl)-6,7-dihydro-5H-benzo[7]annulen ClC1=CC=C(C=C1)C=1CCCC2=C(C1C1=CC=C(C=C1)C=C1CN(C1)CCCF)C=CC=C2